FC=1C(=NN(C1OCC1=CC=C(C=C1)F)C(=O)C1=C(OC=C1)C)C1N(CCNC1C(F)(F)F)S(=O)(=O)N1CC(CC1)O 1-[(2-{4-fluoro-5-[(4-fluorophenyl)methoxy]-1-(2-methylfuran-3-carbonyl)-1H-pyrazol-3-yl}-3-(trifluoromethyl)piperazin-1-yl)sulfonyl]pyrrolidin-3-ol